O.C(C=C)(=O)N acrylamide compound with water